N[C@H](C(=O)N1C[C@]2(C[C@H]1C(=O)N)C(NC1=CC=CC=C12)=O)CC1CC1 (3r,5'S)-1'-((S)-2-amino-3-cyclopropylpropionyl)-2-oxospiro[indole-3,3'-pyrrolidine]-5'-carboxamide